lithium 2-tert-amylphenoxide C(C)(C)(CC)C1=C([O-])C=CC=C1.[Li+]